Cl.C(C)(C)C1=C(OC=2C=CC(=C(C2)CO)C2CN(CC2)CC2=NC(=CC=C2)C)C=CC=C1 (5-(2-isopropylphenoxy)-2-(1-((6-methylpyridin-2-yl)methyl)pyrrolidin-3-yl)phenyl)methanol hydrochloride